C(CO)[NH+](CCO)CCS(=O)(=O)[O-] The molecule is a BES and a 1,1-diunsubstituted alkanesulfonate. It is a conjugate acid of a 2-[bis(2-hydroxyethyl)amino]ethanesulfonate. It is a tautomer of a 2-[bis(2-hydroxyethyl)amino]ethanesulfonic acid.